C(C1=CC=CC=C1)O[C@@H]1[C@H](N(C[C@@H]([C@H]1OCC1=CC=CC=C1)OCC1=CC=CC=C1)CC1CCC(CC1)C(F)(F)F)CO ((2R,3R,4R,5S)-3,4,5-tris(benzyloxy)-1-(((1r,4R)-4-(trifluoromethyl)cyclohexyl)methyl)piperidin-2-yl)methanol